2-(difluoromethyl)-3,5-difluorobenzaldehyde FC(C1=C(C=O)C=C(C=C1F)F)F